tetradecylammonium tetra(4-chlorophenyl)borate ClC1=CC=C(C=C1)[B-](C1=CC=C(C=C1)Cl)(C1=CC=C(C=C1)Cl)C1=CC=C(C=C1)Cl.C(CCCCCCCCCCCCC)[NH3+]